S(=O)(=O)(OC1=CC=C(C2=CC=CC=C12)N)[O-] 1-Amino-4-naphthyl sulfate